ClC1=C(C=CC=C1C1=C2CCC(C2=CC=C1)O)NC=1N=CC=C2C=C(C=NC12)C=O 8-((2-chloro-3-(1-hydroxy-2,3-dihydro-1H-inden-4-yl)phenyl)amino)-1,7-naphthyridine-3-formaldehyde